(3S)-N-[4-(3-Cyanophenyl)-5-(2,6-dimethyl-4-pyridyl)thiazol-2-yl]-3-hydroxy-pyrrolidin-1-carboxamid C(#N)C=1C=C(C=CC1)C=1N=C(SC1C1=CC(=NC(=C1)C)C)NC(=O)N1C[C@H](CC1)O